C1(=CC=CC=C1)C[C@H]1NC(OC1)=O (4R)-4-(phenylmethyl)-1,3-oxazolidin-2-one